N1=C(C=CC2=CC=CC=C12)C=1C(=CC2=CC=CC=C2C1)O 3-(quinolin-2-yl)naphthalen-2-ol